OC(CO)C1=C(C(=O)N2[C@@H](CCCC2)COC2=C(C=O)C(=CC=C2)O)C=CC=C1 2-(((2S)-1-(2-(1,2-dihydroxyethyl)benzoyl)-piperidin-2-yl)methoxy)-6-hydroxybenzaldehyde